2-(4-tert-Butylphenyl)-1,3-benzothiazole C(C)(C)(C)C1=CC=C(C=C1)C=1SC2=C(N1)C=CC=C2